methyl N-[5-[6-[(3,4-difluorophenyl)-methyl-carbamoyl]imidazo[1,2-a]pyridin-3-yl]-2-pyridyl]carbamate FC=1C=C(C=CC1F)N(C(=O)C=1C=CC=2N(C1)C(=CN2)C=2C=CC(=NC2)NC(OC)=O)C